COC1=C(C=CC(=C1)S(=O)(=O)C)NCC#CC=1N(C2=CC=CC(=C2C1)NC(=O)NC1=CC=NC=C1)CC(F)(F)F 1-(2-(3-((2-methoxy-4-(methylsulfonyl)phenyl)amino)prop-1-yn-1-yl)-1-(2,2,2-trifluoro-ethyl)-1H-indol-4-yl)-3-(pyridin-4-yl)urea